COC(=O)[C@@H]1[C@H]2[C@H]3C=C[C@@H]([C@H]2CN1)C3 (1R,2S,3S,6R,7S)-4-azatricyclo[5.2.1.0{2,6}]dec-8-ene-3-carboxylic acid methyl ester